7-azaspiro[3.5]nonan-2-ol C1C(CC12CCNCC2)O